CNC(=O)C=1C(=C2C(=NC1)NC=C2)NC2=CC=CC=1C=3N(CCN(C12)C)C=NN3 N-methyl-4-((7-methyl-6,7-dihydro-5H-benzo[f][1,2,4]triazolo[4,3-d][1,4]diazepin-8-yl)amino)-1H-pyrrolo[2,3-b]pyridine-5-carboxamide